6-(4-(4-chloro-2-fluorophenyl)-5-hydroxy-3-methyl-1H-pyrazol-1-yl)nicotinic acid ClC1=CC(=C(C=C1)C=1C(=NN(C1O)C1=NC=C(C(=O)O)C=C1)C)F